(4-(2-(tert-butyl)phenyl)piperidin-1-yl)(1,1-dioxo-tetrahydrothiophen-2-yl)methanone 4-propylhept-3-en-1-yl-acetate C(CC)C(=CCCCC(=O)O)CCC.C(C)(C)(C)C1=C(C=CC=C1)C1CCN(CC1)C(=O)C1S(CCC1)(=O)=O